Cl.NCC(=O)C1=C(C=C(C(=C1)OC1=CC=CC=C1)NS(=O)(=O)C)O 2-amino-1-(2-hydroxy-4-methanesulfonamido-5-phenoxyphenyl)ethanone hydrochloride